methyl 4-(5-(3,5-dimethylisoxazol-4-yl)-1H-pyrrolo[2,3-b]pyridin-3-yl)-3-(trifluoromethoxy)benzoate CC1=NOC(=C1C=1C=C2C(=NC1)NC=C2C2=C(C=C(C(=O)OC)C=C2)OC(F)(F)F)C